FC(C(=O)O)(F)F.NCC1=CC(=NC=C1)S(=O)(=O)N1CC(CC(C1)C1CCCCC1)C(=O)N(C)C 1-((4-(Aminomethyl)pyridin-2-yl)sulfonyl)-5-cyclohexyl-N,N-dimethylpiperidine-3-carboxamide 2,2,2-trifluoroacetate